2-[3-[6-cyano-5-methylthiopyridin-3-yl]-5,5-dimethyl-4-oxo-2-thioxo-imidazolidin-1-yl]acetic acid C(#N)C1=C(C=C(C=N1)N1C(N(C(C1=O)(C)C)CC(=O)O)=S)SC